C1(CCC1)[C@H](C)N1C=NC(=C1)C(=O)N1C[C@H]2C([C@H]2C1)C1=NOC(C1)(C)C (1-((S)-1-Cyclobutylethyl)-1H-imidazol-4-yl)((1R,5S,6S)-6-(5,5-dimethyl-4,5-dihydroisoxazol-3-yl)-3-azabicyclo[3.1.0]hex-3-yl)methanone